C1=CC=CC=2C3=CC=CC=C3N(C12)C1=CC=C(C=C1)N(C1=CC=2C(C3=CC(=CC=C3C2C=C1)N(C1=CC=CC=C1)C1=CC=C(C=C1)N1C2=CC=CC=C2C=2C=CC=CC12)(C)C)C1=CC=CC=C1 N,N'-bis[4-(carbazol-9-yl)phenyl]-N,N'-diphenyl-9,9-dimethylfluorene-2,7-diamine